ClC1=C(C(=NN1C)C1=NOC(=C1C)C)C=O 5-Chloro-3-(4,5-dimethylisoxazol-3-yl)-1-methyl-1H-pyrazole-4-carbaldehyde